COC=1C=C(C=C(C1)OC)N(CCNC(C)C)C=1C=C2C=C(N=NC2=CC1)C=1C=NN(C1)C N1-(3,5-Dimethoxyphenyl)-N2-isopropyl-N1-(3-(1-methyl-1H-pyrazol-4-yl)cinnolin-6-yl)ethane-1,2-diamine